(3R,4S,6S)-6-methyl-4-((S)-1-phenylethylamino)tetrahydro-2H-pyran-3-ol C[C@H]1C[C@@H]([C@H](CO1)O)N[C@@H](C)C1=CC=CC=C1